C1(=CC=C(C=C1)C(=O)NC1=C(N=C(N1)CC1=CC=C(C=C1)OCC1=CC=CC=C1)C(=O)N)C1=CC=CC=C1 5-([1,1'-biphenyl]-4-carboxamido)-2-(4-(benzyloxy)benzyl)-1H-imidazole-4-carboxamide